4-(8-methyl-7-(piperidine-1-carbonyl)-2,3-dihydro-4H-benzo[b][1,4]oxazin-4-yl)benzoic acid tert-butyl ester C(C)(C)(C)OC(C1=CC=C(C=C1)N1C2=C(OCC1)C(=C(C=C2)C(=O)N2CCCCC2)C)=O